O=C1C(CC2(OCCO2)CC1)CC(=O)OCC Ethyl 2-(8-oxo-1,4-dioxaspiro[4.5]decan-7-yl)acetate